2-[(14S)-8-tert-Butyl-12,12-dimethyl-2,2,4-trioxo-2λ6-thia-3,9,11,18,23-pentaazatetracyclo[17.3.1.111,14.05,10]tetracosa-1(23),5(10),6,8,19,21-hexaen-17-yl]pyridine-4-carbonitrile C(C)(C)(C)C=1C=CC=2C(NS(C=3C=CC=C(NC(CC[C@H]4CC(N(C2N1)C4)(C)C)C4=NC=CC(=C4)C#N)N3)(=O)=O)=O